FC(OCCN(C(C(=O)C1=CNC2=CC=C(C=C12)OC)=O)C)F N-(2-(difluoromethoxy)ethyl)-2-(5-methoxy-1H-indol-3-yl)-N-methyl-2-oxoacetamide